5-[[2-fluoro-6-[2-(trideuteriomethoxy)-4-(trifluoromethoxy)phenoxy]-3-(trifluoromethyl)benzoyl]amino]pyridine-2-carboxamide FC1=C(C(=O)NC=2C=CC(=NC2)C(=O)N)C(=CC=C1C(F)(F)F)OC1=C(C=C(C=C1)OC(F)(F)F)OC([2H])([2H])[2H]